COCCC(=O)OC1[C@H](NC[C@@H]1O)CC1=CC=C(C=C1)OC (2R,4S)-4-hydroxy-2-[(4-methoxyphenyl)methyl]pyrrolidin-3-yl 3-methoxypropanoate